N,N-dimethyl[6-methoxy-5-(4,4,5,5-tetramethyl-1,3,2-dioxaborolan-2-yl)-2-pyridyl]amine CN(C)C1=NC(=C(C=C1)B1OC(C(O1)(C)C)(C)C)OC